S1C(=NC=C1)CN thiazol-2-ylmethanamine